(1R,3s,5S)-6,6-difluorobicyclo[3.1.0]hexane-3-carboxylic acid C1[C@@H]2[C@@H](C2(F)F)CC1C(=O)O